3-fluoro-5-methyl-6-(2H-triazol-4-yl)-8-[(2R)-2-(trifluoromethyl)azetidin-1-yl]imidazo[1,2-a]pyrazine FC1=CN=C2N1C(=C(N=C2N2[C@H](CC2)C(F)(F)F)C2=NNN=C2)C